5-(4-bromooxolan-2-yl)pyrimidin-2-amine BrC1CC(OC1)C=1C=NC(=NC1)N